5-nitro-2-(6-azaspiro[2.5]oct-6-yl)benzoic acid [N+](=O)([O-])C=1C=CC(=C(C(=O)O)C1)N1CCC2(CC2)CC1